7-(diethylamino)-2-oxo-2H-chromene C(C)N(C1=CC=C2C=CC(OC2=C1)=O)CC